trifluoropropane sodium [Na].FC(CC)(F)F